tetradecan-3,8-dien-1-yl acrylate C(C=C)(=O)OCCC=CCCCC=CCCCCC